C(C)(C)(C)OC(=O)N1CCN(CC1)[C@@H](CO[C@H](C(=O)O)C(C)C)CO (S)-2-((R)-2-(4-(tert-butoxycarbonyl)piperazin-1-yl)-3-hydroxypropoxy)-3-methylbutanoic acid